N-(8,9-difluoro-6-oxo-1,4,5,6-tetrahydro-2H-pyrano[3,4-c]isoquinolin-1-yl)-N-methylquinoline-6-carboxamide FC=1C(=CC=2C3=C(NC(C2C1)=O)COCC3N(C(=O)C=3C=C1C=CC=NC1=CC3)C)F